1,5-dihydropyrrolone N1C(C=CC1)=O